3-[4-[1-[2-(4-aminophenyl)acetyl]-4-piperidinyl]anilino]piperidine-2,6-dione NC1=CC=C(C=C1)CC(=O)N1CCC(CC1)C1=CC=C(NC2C(NC(CC2)=O)=O)C=C1